(S)-N'-((2'-methoxy-2-methyl-[4,4'-bipyridin]-3-yl)carbamoyl)-6,6-dimethyl-6,7-dihydro-5H-pyrazolo[5,1-b][1,3]oxazine-3-sulfonimidamide COC1=NC=CC(=C1)C1=C(C(=NC=C1)C)NC(=O)N=[S@@](=O)(N)C=1C=NN2C1OCC(C2)(C)C